tert-Butyl 4-fluoro-4-(4-methyl-4H-1,2,4-triazol-3-yl)piperidine-1-carboxylate tert-Butyl-4-fluoro-4-(hydrazinecarbonyl)piperidine-1-carboxylate C(C)(C)(C)OC(=O)N1CCC(CC1)(C(=O)NN)F.FC1(CCN(CC1)C(=O)OC(C)(C)C)C1=NN=CN1C